1-(2-fluorophenyl)-N-(2-methoxy-3-{[2-(pyrrolidin-1-yl)ethoxy]methyl}-6H,7H,8H-cyclopenta[b]1,5-naphthyridin-9-yl)piperidin-4-amine FC1=C(C=CC=C1)N1CCC(CC1)NC1=C2C(=NC3=CC(=C(N=C13)OC)COCCN1CCCC1)CCC2